1,4-bis(4-hydroxyphenyl)-2,5-cyclohexadiene OC1=CC=C(C=C1)C1C=CC(C=C1)C1=CC=C(C=C1)O